4-oxo-3-(1-butyl-1H-indol-3-yl)-1-(pyrimidin-5-ylmethyl)-4H-pyrido[1,2-a]pyrimidinium O=C1C(=C[N+](=C2N1C=CC=C2)CC=2C=NC=NC2)C2=CN(C1=CC=CC=C21)CCCC